ethyl 3-(3-amino-6-chloro-5-(difluoromethyl)pyridin-2-yl)propanoate NC=1C(=NC(=C(C1)C(F)F)Cl)CCC(=O)OCC